8-fluoro-3-(2-methoxy-3,3-dimethyl-2,3-dihydro-1H-indol-1-yl)quinoline FC=1C=CC=C2C=C(C=NC12)N1C(C(C2=CC=CC=C12)(C)C)OC